C(C)(C)(C)OC(=O)C=1NC2=CC=CC=C2C1 1H-indole-2-carboxylic acid tert-butyl ester